FC1=C(C(=O)N([C@H]2CN(CCC2)C(=O)OC(C)(C)C)C2=NC=CC3=C2C=C(S3)C3=CC=C2C=CNC2=C3)C=CC(=C1)C=1N=NN(C1)C tert-butyl (3R)-3-[[2-fluoro-4-(1-methyltriazol-4-yl) benzoyl]-[2-(1H-indol-6-yl)thieno[3,2-c]pyridin-4-yl]amino]piperidine-1-carboxylate